C(C)OC(=O)C1=C(C=2N(N=C1)C(=C(N2)C)Br)C(C)C.COC2=CC1=CC=C(C=C1C=C2)OC 2,6-dimethoxynaphthalene ethyl-3-bromo-8-isopropyl-2-methylimidazo[1,2-b]pyridazine-7-carboxylate